5-difluoromethoxy-2-[(3,4-dimethoxy-2-pyridyl)methyl]sulfinyl-1H-benzimidazole FC(OC1=CC2=C(NC(=N2)S(=O)CC2=NC=CC(=C2OC)OC)C=C1)F